ClC1=C(C(=C2C=NNC2=C1)C1=CC=C2C(=NC(=NC2=C1F)OC[C@]12CCCN2C[C@@H](C1)F)N1CCOC[C@](C1)(O)C)\C=C/C (6S)-4-(7-(6-Chloro-5-((Z)-prop-1-en-1-yl)-1H-indazol-4-yl)-8-fluoro-2-(((2R,7aS)-2-fluorotetrahydro-1H-pyrrolizin-7a(5H)-yl)methoxy)quinazolin-4-yl)-6-methyl-1,4-oxazepan-6-ol